C(CCC)(=O)C1=CC(=C(C=N1)C=1C=NC2=CC(=NC=C2C1)CC(=O)N)C (3-(6-butyryl-4-methylpyridin-3-yl)-1,6-naphthyridin-7-yl)acetamide